(2S,3S,4R,5R)-5-(6-(3-bromobenzylamino)-2-(5-chloropyridin-3-yl)-9H-purin-9-yl)-3,4-dihydroxyl-N-(2,2,2-trifluoroethyl)tetrahydrofuran-2-carboxamide BrC=1C=C(CNC2=C3N=CN(C3=NC(=N2)C=2C=NC=C(C2)Cl)[C@H]2[C@@H]([C@@H]([C@H](O2)C(=O)NCC(F)(F)F)O)O)C=CC1